N1CC(C1)CNC(=O)C1=C(C=CC(=N1)C=1C(=NC=CC1)OCC)N1[C@@H](CN(CC1)C(C1=C(C=C(C=C1)Cl)C(F)(F)F)=O)CC N-[(azetidin-3-yl)methyl]-5-[(2R)-4-[4-chloro-2-(trifluoromethyl)benzoyl]-2-ethylpiperazin-1-yl]-2'-ethoxy-[2,3'-bipyridine]-6-carboxamide